OC1=CC=C(C=C1)NC(=O)C1(CC1)C(=O)NC1=CC=C(C=C1)F cyclopropane-1,1-dicarboxylic acid (4-fluoro-phenyl)-amide (4-hydroxyphenyl)-amide